IC=1C=NN(C1)C1CCN(CC1)C(=O)OC(C)(C)C tert-Butyl 4-(4-iodo-1H-pyrazol-1-yl)piperidine-1-carboxylate